4-(benzylthio)-2,3,5,6-tetrafluorobenzonitrile C(C1=CC=CC=C1)SC1=C(C(=C(C#N)C(=C1F)F)F)F